CC(CCCCCCCCC(=O)SCCNC(CCNC([C@@H](C(COP(OP(OC[C@@H]1[C@H]([C@H]([C@@H](O1)N1C=NC=2C(N)=NC=NC12)O)OP(=O)(O)O)(=O)O)(=O)O)(C)C)O)=O)=O)CCCCCCCC 10-methylstearyl-CoA